[Cr].[Li] lithium-chromium